ClC=1C(=NNC1C)C(=O)OCC ethyl 4-chloro-5-methyl-1H-pyrazole-3-carboxylate